6-{3-[3-(5-fluoro-2-methoxybenzenesulfonyl)propanoyl]-3,8-diazabicyclo[3.2.1]octan-8-yl}pyridine-3-carbonitrile FC=1C=CC(=C(C1)S(=O)(=O)CCC(=O)N1CC2CCC(C1)N2C2=CC=C(C=N2)C#N)OC